FC=1C=C(C=CC1OC1=CC=NC2=CC(=CC=C12)OCCCN1CCOCC1)C=1N(C(C(=C2C1CCC2)C(=O)N)=O)C2=CC=C(C=C2)F (3-fluoro-4-{[7-(3-morpholinopropoxy)quinolin-4-yl]oxy}phenyl)-2-(4-fluorophenyl)-3-oxo-3,5,6,7-tetrahydro-2H-cyclopenta[c]pyridine-4-carboxamide